(R)-1-phenyl-1,3-propyleneglycol dibenzoate C(C1=CC=CC=C1)(=O)O[C@H](CCOC(C1=CC=CC=C1)=O)C1=CC=CC=C1